3-(Ethylthio)-11-((3-methoxypropyl)amino)-6-methyl-6,11-dihydrodibenzo[c,f][1,2]thiazepine 5,5-dioxide C(C)SC1=CC2=C(C(C3=C(N(S2(=O)=O)C)C=CC=C3)NCCCOC)C=C1